2-(2-{5-[(Azetidin-1-carbonyl)amino]-2-fluorophenyl}-2H-pyrazolo[3,4-b]pyridin-5-yl)pyrrolidin N1(CCC1)C(=O)NC=1C=CC(=C(C1)N1N=C2N=CC(=CC2=C1)C1NCCC1)F